COC=1C=C(C=CC1)C=1C=C2C(=NC1)NC(N2CC2=C(C#N)C=CC=C2)=O 2-[[6-(3-methoxyphenyl)-2-oxo-3H-imidazo[4,5-b]pyridin-1-yl]methyl]benzonitrile